BrC=1C=C(C=CC1)C(C(=O)NNC(NC)=S)C1CCCCC1 2-[(3-bromophenyl)(cyclohexyl)acetyl]-N-methylhydrazine-1-carbothioamide